FC1(CN(CC(C1)O)S(=O)(=O)NC(=O)C=1C(=NC(=CC1)C1=CC(=CC(=C1)OCC(C)C)F)N1C(C[C@@H](C1)C)(C)C)F N-[(3,3-Difluoro-5-hydroxy-1-piperidyl)sulfonyl]-6-(3-fluoro-5-isobutoxyphenyl)-2-[(4S)-2,2,4-trimethylpyrrolidin-1-yl]pyridin-3-carboxamid